C(CCC)NC1=C(C=CC=C1)NCCCC N,N'-dibutylphenylenediamine